(R)-N-(2-chloro-3-((5-chloro-3-methyl-4-oxo-3,4-dihydroquinazolin-6-yl)amino)-4-fluorophenyl)-3-(methoxy-d3)pyrrolidine-1-sulfonamide ClC1=C(C=CC(=C1NC=1C(=C2C(N(C=NC2=CC1)C)=O)Cl)F)NS(=O)(=O)N1C[C@@H](CC1)OC([2H])([2H])[2H]